N-(3-(4-(3-aminopropyl)piperazin-1-yl)propyl)-2-(4-methoxyphenyl)quinolin-4-amine hydrochloride Cl.NCCCN1CCN(CC1)CCCNC1=CC(=NC2=CC=CC=C12)C1=CC=C(C=C1)OC